C1(=CC=CC=C1)S(=O)(=O)OC1=C(C=C(C=C1)NC(NC1=CC(=C(C=C1)OS(=O)(=O)C1=CC=CC=C1)C(C)(C)C)=O)C(C)(C)C bis-[4-(phenylsulfonyloxy)-3-tert-butyl-phenyl]urea